6-iodopyridin-2-amine IC1=CC=CC(=N1)N